lithium borane salt B.[Li]